C(CCCCCCCCCCCC)(=O)OCCCCCC hexyl tridecanoate